CC1(OB(OC1(C)C)C1=CC=2C(=NSC2)C=C1)C 5-(4,4,5,5-tetramethyl-1,3,2-dioxaborolan-2-yl)benzo[c]isothiazole